N-[(1S)-1-[[2-chloro-5-(1-isopropyl-6-oxo-3-pyridyl)phenyl]methyl]-2-[4-(4-methyl-1,2,4-triazol-3-yl)anilino]-2-oxo-ethyl]-1-fluoro-cyclobutanecarboxamide ClC1=C(C=C(C=C1)C1=CN(C(C=C1)=O)C(C)C)C[C@@H](C(=O)NC1=CC=C(C=C1)C1=NN=CN1C)NC(=O)C1(CCC1)F